(2,6-Dichloropyridin-4-yl)methyl L-histidinate dihydrochloride Cl.Cl.N[C@@H](CC1=CNC=N1)C(=O)OCC1=CC(=NC(=C1)Cl)Cl